1-(diethoxymethyl-silyl)methanethiol C(C)OC(OCC)[SiH2]CS